Methyl 2-((tert-butoxycarbonyl)amino)-3-(1-methyl-2-oxo-1,2-dihydropyridin-3-yl)propanoate C(C)(C)(C)OC(=O)NC(C(=O)OC)CC=1C(N(C=CC1)C)=O